[BrH2+].C(CCC)N1CN(C=C1)C 1-butyl-3-methylimidazole bromonium salt